C1(CC1)OC1=NC=CC(=C1)C1=C(C=2CCC2C=C1)NC(=O)N=[S@@](=O)(N)C=1C=NN2C1OCCC2 (S)-N'-((3-(2-cyclopropoxypyridin-4-yl)bicyclo[4.2.0]octa-1(6),2,4-trien-2-yl)carbamoyl)-6,7-dihydro-5H-pyrazolo[5,1-b][1,3]oxazine-3-sulfonimidamide